CN1C(CC(CC1(C)C)OC(C(C(=O)OC1CC(N(C(C1)(C)C)C)(C)C)(CCCC)CC1=CC(=C(C(=C1)C(C)(C)C)O)C(C)(C)C)=O)(C)C.C(C)(C)(C)[SiH](C)C (tert-butyl)dimethylsilane bis(1,2,2,6,6-pentamethyl-4-piperidinyl)-[[3,5-bis(1,1-dimethylethyl)-4-hydroxyphenyl]methyl]butyl-malonate